methyl 1-(2-bromoethyl)-1H-pyrazole-5-carboxylate BrCCN1N=CC=C1C(=O)OC